lithium Manganese cobalt [Co].[Mn].[Li]